3,6-dichloro-[1,2,4]triazolo[4,3-b]pyridazine ClC1=NN=C2N1N=C(C=C2)Cl